CC1=C2C(=NN1)C(N(C2)C)=O 3,5-dimethyl-4H-pyrrolo[3,4-c]pyrazol-6-one